Diazepanium [NH2+]1NCCCCC1